3-[5-(4-fluoro-3-piperidyl)-3-methyl-2-oxo-benzimidazol-1-yl]piperidine-2,6-dione FC1C(CNCC1)C1=CC2=C(N(C(N2C)=O)C2C(NC(CC2)=O)=O)C=C1